3-(5-(4-((2-acetyltetrahydropyridazin-1(2H)-yl)methyl)-3-fluoropyridin-2-yl)-1-oxoisoindolin-2-yl)piperidine-2,6-dione C(C)(=O)N1N(CCCC1)CC1=C(C(=NC=C1)C=1C=C2CN(C(C2=CC1)=O)C1C(NC(CC1)=O)=O)F